carbon octane-thiol C(CCCCCCC)S.[C]